BrC=1C(=C(COC=2C=CC=3CN(CC4=CC=CC2C34)C3CCC3)C=CC1)C 3-(6-((3-bromo-2-methylbenzyl)oxy)-1H-benzo[de]isoquinolin-2(3H)-yl)cyclobutane